4-ethyl-oxabicyclo[2.1.1]hexane C(C)C12COC(C1)C2